tertbutyl 3,5-dimethyl-4-oxo-piperidine-1-carboxylate CC1CN(CC(C1=O)C)C(=O)OC(C)(C)C